BrC1=CC=C(CNC2=NC=CC=C2)C=C1 N-(4-bromobenzyl)pyridine-2-amine